C1(CC1)C=1C=C(C(=NC1)C1=NN=C(C2=CC=CC=C12)N[C@H]1CN(CCC1)C)OCOCC (R)-4-(5-cyclopropyl-3-(ethoxymethoxy)pyridin-2-yl)-N-(1-methylpiperidin-3-yl)phthalazine-1-Amine